4-(4-(5-(2-chloro-6-(methylthio)phenyl)-4,5-dihydroisoxazol-3-yl)thiazol-2-yl)piperidine-1-carboxylic acid tert-butyl ester C(C)(C)(C)OC(=O)N1CCC(CC1)C=1SC=C(N1)C1=NOC(C1)C1=C(C=CC=C1SC)Cl